NC[C@@H](C=1C(=C2COC(C2=CC1)=O)C)N(S(=O)(=O)C)C (R)-N-(2-amino-1-(4-methyl-1-oxo-1,3-dihydroisobenzofuran-5-yl)ethyl)-N-methyl-methanesulfonamide